(4-(4-(2-(4,4-difluoropiperidin-1-yl)-6-(2-hydroxypropan-2-yl)pyrimidin-4-yl)-1H-1,2,3-triazol-1-yl)-3-(6-azaspiro[2.5]oct-6-yl)phenyl)-2-hydroxyethanesulfonamide FC1(CCN(CC1)C1=NC(=CC(=N1)C=1N=NN(C1)C1=C(C=C(C=C1)C(CO)S(=O)(=O)N)N1CCC2(CC2)CC1)C(C)(C)O)F